CC(CC[C@@H](C(=O)O)NC([C@H](CC1=CC=CC=C1)NC(=O)C1=NC=CN=C1)=O)(C)C (S)-5,5-dimethyl-2-((S)-3-phenyl-2-(pyrazine-2-carboxamido)propionylamino)hexanoic acid